(4R)-4-[(1R)-1-(6-bromo-2-methyl-indazol-4-yl)oxyethyl]-1-[(1S)-1-(4-methoxyphenyl)ethyl]pyrrolidin-2-one BrC=1C=C(C2=CN(N=C2C1)C)O[C@H](C)[C@@H]1CC(N(C1)[C@@H](C)C1=CC=C(C=C1)OC)=O